COC=1C(=C(C(=CC1)C)NC(=O)C1=CN=C(S1)NCC1CCNCC1)C N-(3-methoxy-2,6-dimethyl-phenyl)-2-(4-piperidylmethylamino)thiazole-5-carboxamide